1-(3-(4-(3,3-bis(hydroxymethyl)azetidin-1-yl)-1-(4-(trifluoromethoxy)phenyl)-1H-pyrazolo[3,4-b]pyridin-3-yl)azetidin-1-yl)-2-fluoroprop-2-en-1-one OCC1(CN(C1)C1=C2C(=NC=C1)N(N=C2C2CN(C2)C(C(=C)F)=O)C2=CC=C(C=C2)OC(F)(F)F)CO